tert-butyl 7-(2-((4-(tert-butyl)benzyl)(6-cyanopyridin-3-yl)amino)ethyl)-6,8-dioxa-2-azaspiro[3.5]nonane-2-carboxylate C(C)(C)(C)C1=CC=C(CN(CCC2OCC3(CN(C3)C(=O)OC(C)(C)C)CO2)C=2C=NC(=CC2)C#N)C=C1